3-methoxy-4-(((3S,4S)-4-methoxytetrahydrofuran-3-yl)amino)-N-(5-(5-methyl-1H-pyrazol-1-yl)-1,3,4-thiadiazol-2-yl)-2-oxo-2H-pyran-6-carboxamide COC=1C(OC(=CC1N[C@H]1COC[C@H]1OC)C(=O)NC=1SC(=NN1)N1N=CC=C1C)=O